NCC1=NNC(C2=C(C=C(C=C12)C1=C(N(N=C1)C)C1=C(C=2C=C(C=NC2C=C1F)Cl)C#N)C)=O (M)-6-[4-[4-(aminomethyl)-8-methyl-1-oxo-2H-phthalazin-6-yl]-2-methyl-pyrazol-3-yl]-3-chloro-7-fluoro-quinoline-5-carbonitrile